C1OC2=C(C(=O)C3=CC=CC=C3)C=CC=C2O1 methylenedioxy-benzophenone